N-(4-(N-acetylsulfamoyl)phenyl)-3-amino-6-(4-sulfamoylphenyl)pyrazine-2-carboxamide C(C)(=O)NS(=O)(=O)C1=CC=C(C=C1)NC(=O)C1=NC(=CN=C1N)C1=CC=C(C=C1)S(N)(=O)=O